5-((3S,5R)-3,5-dimethylpiperazin-1-yl)-N-(7-fluoro-2-methyl-2H-indazol-5-yl)-2-(pyrrolidin-3-ylmethoxy)quinazoline-8-carboxamide bis(2,2,2-trifluoroacetate) FC(C(=O)O)(F)F.FC(C(=O)O)(F)F.C[C@H]1CN(C[C@H](N1)C)C1=C2C=NC(=NC2=C(C=C1)C(=O)NC1=CC2=CN(N=C2C(=C1)F)C)OCC1CNCC1